(4x-r,7x-s)-2-(5-fluoropyridin-2-yl)-3-(1H-pyrazolo[3,4-b]pyridin-4-yl)-4,5,6,7-tetrahydro-4,7-methanopyrazolo[1,5-a]pyridine FC=1C=CC(=NC1)C1=NN2C(C3CCC2C3)=C1C1=C3C(=NC=C1)NN=C3